BrC1=C(C(=O)OC)C=C(C=C1Cl)NC1=NN(C=C1C(N)=O)[C@@H]1COCC[C@H]1C#N methyl 2-bromo-5-[[4-carbamoyl-1-(trans-4-cyanotetrahydro-2H-pyran-3-yl) pyrazol-3-yl] amino]-3-chloro-benzoate